2-bromo-4-(4-chlorophenyl)thiazole BrC=1SC=C(N1)C1=CC=C(C=C1)Cl